FC1=C(C=CC(=C1)F)[C@@](C)(O)C=1C=NC(=NC1)C=1CCN(CC1)C1=NC=NN2C1=CC(=C2)C=2C=NN(C2)C (S)-1-(2,4-difluorophenyl)-1-(2-(1-(6-(1-methyl-1H-pyrazol-4-yl)pyrrolo[2,1-f][1,2,4]triazin-4-yl)-1,2,3,6-tetrahydropyridin-4-yl)pyrimidin-5-yl)ethan-1-ol